1,3-bis(3-bromophenyl)-2-thioxodihydropyrimidine-4,6(1H,5H)-dione BrC=1C=C(C=CC1)N1C(N(C(CC1=O)=O)C1=CC(=CC=C1)Br)=S